isopropyl (isopropoxy(((1S,2R,4R,6S)-2-(methoxymethyl)-6-methyl-3-oxoquinuclidin-2-yl)methoxy)phosphoryl)-L-phenylalaninate C(C)(C)OP(=O)(OC[C@]1(N2[C@H](C[C@H](C1=O)CC2)C)COC)N[C@@H](CC2=CC=CC=C2)C(=O)OC(C)C